6-Bromonaphthyridine BrC=1C=C2C=CC=NC2=NC1